C1N(CC2=CC=CC=C12)N1C(CCCC1=O)=O isoindolin-2-yl-piperidine-2,6-dione